ClC=1C=C(C(=C(C1)NC=1OC2=C(N1)C=C(C=C2)C#N)C)CN2C[C@@H](N(CC2)C(=O)C2CCCC2)C (S)-2-((5-chloro-3-((4-(cyclopentanecarbonyl)-3-methylpiperazin-1-yl)methyl)-2-methylphenyl)amino)benzo[d]oxazole-5-carbonitrile